CN1N=C(C(=C1NC(C[C@@H]1C(C(C1)(F)F)(F)F)=O)C)C(F)(F)F (S)-N-(1,4-dimethyl-3-(trifluoromethyl)-1H-pyrazol-5-yl)-2-(2,2,3,3-tetrafluorocyclobutyl)acetamide